4-[[3-(4-chloro-2,3-difluorophenyl)imidazo[1,2-a]pyrazin-8-yl]amino]-N-[2-(2-hydroxy-ethylamino)ethyl]-2-methyl-benzamide ClC1=C(C(=C(C=C1)C1=CN=C2N1C=CN=C2NC2=CC(=C(C(=O)NCCNCCO)C=C2)C)F)F